OC1CC(N(C1)C([C@H](C(C)(C)C)N1N=NC(=C1)COC1=CC=C(C=C1)C(CC)O)=O)C(=O)NC 4-hydroxy-1-[(2S)-2-[4-[[4-(1-hydroxypropyl)phenoxy]methyl]triazol-1-yl]-3,3-dimethyl-butyryl]-N-methyl-pyrrolidine-2-carboxamide